C1(CC1)S(=O)(=O)N1CC(CC1)NC1=CC=C2C=C(C(=C(C2=C1)F)N1CC(NS1(=O)=O)=O)O 5-(7-{[1-(cyclopropanesulfonyl)pyrrolidin-3-yl]amino}-1-fluoro-3-hydroxynaphthalen-2-yl)-1λ6,2,5-thiadiazolidine-1,1,3-trione